N,N-bis(3-methoxybenzyl)-4-(2-(2-(3-methoxyphenoxy)ethoxy)ethoxy)aniline COC=1C=C(CN(C2=CC=C(C=C2)OCCOCCOC2=CC(=CC=C2)OC)CC2=CC(=CC=C2)OC)C=CC1